(E)-1-[4-[3-(Tert-butylamino)-2-hydroxypropoxy]phenyl]-3-(4-methoxyphenyl)prop-2-en-1-one C(C)(C)(C)NCC(COC1=CC=C(C=C1)C(\C=C\C1=CC=C(C=C1)OC)=O)O